ClC1=NC2=C3C(=C(C=C2C=N1)Cl)ON=C3C(C)C 2,6-dichloro-9-isopropyl-isoxazolo[5,4-h]quinazoline